C(C)(C)(C)OC(=O)N1CC2=CC=NC(=C2CC1)Cl 5-chloro-3,4-dihydro-2,6-naphthyridine-2(1H)-carboxylic acid tert-butyl ester